4-[4-(2-methoxyethyl)piperazin-1-yl]-3-nitro-N-phenylbenzamide COCCN1CCN(CC1)C1=C(C=C(C(=O)NC2=CC=CC=C2)C=C1)[N+](=O)[O-]